OCC(CC1C(NCC1)=O)(C)NC([C@H](CC(C)C)NC(OCC1CCC(CC1)(F)F)=O)=O (4,4-Difluorocyclohexyl)methyl ((2S)-1-((1-hydroxy-2-methyl-3-(2-oxopyrrolidin-3-yl)propan-2-yl)amino)-4-methyl-1-oxopentan-2-yl)carbamate